FC1(C=2N(C[C@@H](CC1)CO)N=C1C2CN(CC1)C(=O)NC1=CC(=C(C=C1)F)C(F)(F)F)F |o1:5| (R*)-11,11-Difluoro-N-(4-fluoro-3-(trifluoromethyl)phenyl)-8-(hydroxymethyl)-3,4,8,9,10,11-hexahydro-1H-pyrido[4',3':3,4]pyrazolo[1,5-a]azepine-2(7H)-carboxamide